(±)-tert-butyl N-((E)-3-(4-amino-2-((methylsulfinyl)methyl)phenyl)but-2-en-1-yl)-N-[(2-methylpropan-2-yl)oxycarbonyl]carbamate NC1=CC(=C(C=C1)/C(=C/CN(C(OC(C)(C)C)=O)C(=O)OC(C)(C)C)/C)C[S@](=O)C |r|